FC=1C=C(C=CC1OC1=C2C(=NC=C1)NN=C2N[C@@H](COC)C)NC(=O)C=2C(N(C(=CC2)C)C2=CC=C(C=C2)F)=O (R)-N-(3-fluoro-4-((3-((1-methoxypropan-2-yl)amino)-1H-pyrazolo-[3,4-b]pyridin-4-yl)-oxy)phenyl)-1-(4-fluorophenyl)-6-meth-yl-2-oxo-1,2-dihydro-pyridine-3-carboxamide